2,3,4,5-tetrahydropyrido[2,3-f][1,4]oxazepin-7-ol, dihydrochloride Cl.Cl.O1CCNCC2=C1C=CC(=N2)O